tert-butyl (4S)-2-bromo-4-(4-methoxybutyl)-6,7-dihydro-4H-pyrazolo[1,5-a]pyrazine-5-carboxylate BrC1=NN2C([C@@H](N(CC2)C(=O)OC(C)(C)C)CCCCOC)=C1